C(C=CCCCC(=O)O)(=O)O Hept-2-ene-1,7-dioic acid